oleyl-propanol C(CCCCCCC\C=C/CCCCCCCC)C(CC)O